NC1=C(C(=NC(=N1)N)N)N TETRAAMINOPYRIMIDINE